NC1=NC=2C=C(C(=CC2C2=C1COC2)C(=O)N2[C@H](COCC2)C2=NC=C(C=C2)C(F)(F)F)F (4-amino-7-fluoro-1,3-dihydrofuro[3,4-c]quinolin-8-yl)((3S)-3-(5-(trifluoromethyl)-2-pyridinyl)-4-morpholinyl)methanone